(1R,3s,5S)-3-(morpholinomethyl)-8-azabicyclo[3.2.1]octan-3-ol trifluoroacetate FC(C(=O)O)(F)F.O1CCN(CC1)CC1(C[C@H]2CC[C@@H](C1)N2)O